1-[3-acetyl-6-[5-[(2-keto-1-methyl-pyrimidin-4-yl)amino]benzimidazol-1-yl]-2-pyridinyl]-5-methyl-pyrazole-3-carbonitrile C(C)(=O)C=1C(=NC(=CC1)N1C=NC2=C1C=CC(=C2)NC2=NC(N(C=C2)C)=O)N2N=C(C=C2C)C#N